((tert-butoxycarbonyl)amino)propanoate C(C)(C)(C)OC(=O)NC(C(=O)[O-])C